N2-(2-methoxy-4-(4-methyl-4H-1,2,4-triazol-3-yl)phenyl)-6-methyl-N8-(2-(3-methyltetrahydrofuran-3-yl)ethyl)pyrido[3,4-d]pyrimidine-2,8-diamine COC1=C(C=CC(=C1)C1=NN=CN1C)NC=1N=CC2=C(N1)C(=NC(=C2)C)NCCC2(COCC2)C